(E)-3-(6-{(S)-2-[2-(Benzo[d]isoxazol-3-yl)phenyl]-2-[((S)-tert-butylsulfinyl)amino]ethyl}pyridine-2-yl)-N,N-dimethylacrylamide O1N=C(C2=C1C=CC=C2)C2=C(C=CC=C2)[C@H](CC2=CC=CC(=N2)/C=C/C(=O)N(C)C)N[S@@](=O)C(C)(C)C